N[C@]1(CC[C@@H](OC1)C(=O)N1[C@H](C2=CC=CC=C2CC1)C1=CC=C(C=C1)F)CO ((2r,5r)-5-amino-5-(hydroxymethyl)-tetrahydro-2H-pyran-2-yl)((S)-1-(4-fluorophenyl)-3,4-dihydroisoquinolin-2(1H)-yl)methanone